Mono(2-acryloyloxyethyl)succinate C(C=C)(=O)OCCOC(CCC(=O)[O-])=O